N[C@@H](C(=O)NCCCC[C@@H](C(=O)OC(C)(C)C)NC(=O)N[C@H](C(=O)OC(C)(C)C)CCC(=O)OC(C)(C)C)CC=1C=CC2=C(CCCO2)C1 di-tert-butyl (2S)-2-({[(2S)-6-{[(2R)-2-amino-3-(3,4-dihydro-2H-1-benzopyran-6-yl)propanoyl]amino}-1-tert-butoxy-1-oxohexan-2-yl]carbamoyl}amino)pentanedioate